C(O)[NH-] N-methylolamide